(R)-4-(6-nitro-pyridin-3-yl)-piperazine [N+](=O)([O-])C1=CC=C(C=N1)N1CCNCC1